(6-(5-methyl-3-(trifluoromethyl)-1H-pyrazol-1-yl)pyridin-3-yl)methanol CC1=CC(=NN1C1=CC=C(C=N1)CO)C(F)(F)F